1-isocyanato-3,3,5-trimethyl-5-(isocyanato-methyl)cyclohexane N(=C=O)C1CC(CC(C1)(CN=C=O)C)(C)C